OCCCC(=O)OC([C@@H](N)CC1=C(C=CC=C1)OC)=O (4-hydroxybutanoyl)-2-methoxyphenylalaninate